(2S,5R)-7-oxo-2-(N-((S)-piperidine-2-carbonyl)carbamimidoyl)-1,6-diazabicyclo[3.2.1]octan-6-yl hydrogen sulfate S(=O)(=O)(ON1[C@@H]2CC[C@H](N(C1=O)C2)C(NC(=O)[C@H]2NCCCC2)=N)O